N-acetylamino-glutamate C(C)(=O)NN[C@@H](CCC(=O)[O-])C(=O)[O-]